C(C)(C)C=1N=C2C=C(C=CC2=C2C=CC=CC12)C1=NC=CC(=C1)C(C)C 6-isopropyl-3-(4-isopropyl-pyridin-2-yl)phenanthridine